(3R)-thiomorpholin-3-ylmethanol N1[C@@H](CSCC1)CO